1-benzyl-4-[5-[2-(prop-2-yn-1-yloxy)ethyl]pyridin-2-yl]piperazine C(C1=CC=CC=C1)N1CCN(CC1)C1=NC=C(C=C1)CCOCC#C